ClCCCC(=O)O 4-chlorobutanoic acid